triazinyl-nitrogen N1=NN=C(C=C1)[N]